NC=1N=CN(C(C1C(=O)NC=1C=NC=C(C1)[C@]1(COCCC1)N)=O)C1=C(C=C(C=C1Cl)OC)Cl (R)-4-amino-N-(5-(3-aminotetrahydro-2H-pyran-3-yl)pyridin-3-yl)-1-(2,6-dichloro-4-methoxyphenyl)-6-oxo-1,6-dihydropyrimidine-5-carboxamide